3-(2,5-dichloropyrimidin-4-yl)-5-methoxy-6-methyl-1H-indole ClC1=NC=C(C(=N1)C1=CNC2=CC(=C(C=C12)OC)C)Cl